2-chloro-4-phenyl-6-(4-phenylnaphthalen-1-yl)-1,3,5-triazine ClC1=NC(=NC(=N1)C1=CC=CC=C1)C1=CC=C(C2=CC=CC=C12)C1=CC=CC=C1